COC1=CC=C(CN(S(=O)(=O)[C@H]([C@H](CC=C)C)CCCC)CC2=CC=C(C=C2)OC)C=C1 (4S,5S)-N,N-BIS(4-METHOXYBENZYL)-4-METHYL-1-NONENE-5-SULFONAMIDE